{3-[(3-acetyl-4-methoxypyridin-2-yl) oxy] propyl} tert-butylcarbamate C(C)(C)(C)NC(OCCCOC1=NC=CC(=C1C(C)=O)OC)=O